(R,2S)-N'-((1,2,3,5,6,7-hexahydro-s-indacen-4-yl)carbamoyl)-2-(hydroxymethyl)-2-methyl-2,3-dihydropyrazolo[5,1-b]oxazole-7-sulfonimidamide C1CCC2=C(C=3CCCC3C=C12)NC(=O)N=[S@](=O)(N)C=1C=NN2C1O[C@](C2)(C)CO